(8-methyl-3-(3-methyl-1,2,4-thiadiazol-5-yl)-5,6-dihydro-[1,2,4]triazolo[4,3-a]pyrazin-7(8H)-yl)methanone CC1C=2N(CCN1C=O)C(=NN2)C2=NC(=NS2)C